8-chloro-3,4-dihydro-1H-benzo[4,5]imidazo[2,1-c][1,4]oxazin-7-amine ClC=1C(=CC2=C(N=C3COCCN32)C1)N